4-chloro-2,7-dimethyl-2-((methylthio)methyl)-2H-benzo[e][1,3]oxazine ClC1=NC(OC2=C1C=CC(=C2)C)(CSC)C